[Si](C)(C)(C(C)(C)C)OCCN1CCC(CC1)CN(C(CCCCCCCCC(=O)OCC(CCCCCC)CCCC)CCCCCCCCC(=O)OCC(CCCCCC)CCCC)C(=O)Cl bis(2-butyloctyl) 10-(((1-(2-((tert-butyldimethylsilyl)oxy)ethyl)piperidin-4-yl)methyl)(chlorocarbonyl)amino)nonadecanedioate